(R)-6-chloro-N4-(1-(2,4-dichlorophenyl)ethyl)pyridazine-3,4-diamine ClC1=CC(=C(N=N1)N)N[C@H](C)C1=C(C=C(C=C1)Cl)Cl